N-(tert-butyldimethylsilyl)-3-fluoro-5-(2-hydroxypropan-2-yl)-N'-(2,4,5,6-tetrahydro-1H-cyclobuta[f]inden-3-ylcarbamoyl)thiophene-2-sulfonimidamide [Si](C)(C)(C(C)(C)C)NS(=O)(=NC(NC1=C2C(=CC=3CCCC13)CC2)=O)C=2SC(=CC2F)C(C)(C)O